CC12CC(CC(NC1)C2)(C)C.[Li] lithium 1,3,3-trimethyl-6-azabicyclo[3.2.1]octane